C[C@@H]1CC[C@@H]2[C@]1(CC(C[C@@H]3[C@]2(C3)C)(C)C)O The molecule is a tricyclic sesquiterpene with formula C15H26O, that is isolated from Streptomyces violaceusniger, S. malaysiensis and Leptographium lundbergii. It has a role as a bacterial metabolite and a fungal metabolite. It is a carbotricyclic compound, a tertiary alcohol and a sesquiterpenoid.